8-(4-(difluoromethoxy)phenyl)-2-ethoxy-6-(2-(2-methoxyethyl)-2H-indazol-5-yl)pyrido[2,3-d]pyrimidin-7(8H)-one FC(OC1=CC=C(C=C1)N1C(C(=CC2=C1N=C(N=C2)OCC)C2=CC1=CN(N=C1C=C2)CCOC)=O)F